2,3-Cresotic acid C1(=C(C(=CC=C1)C)O)C(=O)O